C(C)OC(=O)C1=CC(=NN1COCC[Si](C)(C)C)C(CC=O)O[Si](C)(C)C(C)(C)C 3-(1-((tert-Butyldimethylsilyl)oxy)-3-oxopropyl)-1-((2-(trimethylsilyl)ethoxy)methyl)-1H-pyrazole-5-carboxylic acid ethyl ester